OC1=C(C=C(NC2=NC(=NC(=N2)SCCCCCCCC)SCCCCCCCC)C=C1C(C)(C)C)C(C)(C)C 6-(4-hydroxyl-3,5-di-tert-butylanilino)-2,4-bis(octylthio)-1,3,5-triazine